[14C](C)(=O)O acetic acid-1-14C